1,2,6,7-tetrahydro-3H-azepin-3-one hydrochloride Cl.N1CC(C=CCC1)=O